3-(acetylsulfanylmethyl)-azetidine-1-carboxylic acid tert-butyl ester C(C)(C)(C)OC(=O)N1CC(C1)CSC(C)=O